1-(1-(naphthalen-1-yl)piperidin-4-yl)urea C1(=CC=CC2=CC=CC=C12)N1CCC(CC1)NC(=O)N